(3S)-4-{7-[(1S,2R,4R)-bicyclo[2.2.1]hept-2-yl]-5-iodo-7H-pyrrolo[2,3-d]pyrimidin-4-yl}-3-methylpiperazine-1-carboxylic acid tert-butyl ester C(C)(C)(C)OC(=O)N1C[C@@H](N(CC1)C=1C2=C(N=CN1)N(C=C2I)[C@H]2[C@H]1CC[C@@H](C2)C1)C